The molecule is the monosaccharide sulfate that is N-acetylated 6-O-sulfo-beta-D-glucosamine linked glycosidically to a 3-aminopropyl group. It is a glycoside and a monosaccharide sulfate. It derives from a D-glucosamine. It is a conjugate acid of a 3-aminopropyl N-acetyl-6-O-sulfonato-beta-D-glucosaminide. CC(=O)N[C@@H]1[C@H]([C@@H]([C@H](O[C@H]1OCCCN)COS(=O)(=O)O)O)O